methyl-3-methylbutanamide CC(C(=O)N)C(C)C